BrC=1C=C2C(=CNC2=CC1)NC1=NC2=C(N1C1CC1)C=CC(=C2)C(F)(F)F N-(5-bromo-1H-indol-3-yl)-1-cyclopropyl-5-(trifluoromethyl)-1H-benzo[d]imidazol-2-amine